(1R,3R)-3-((S)-6-(Methoxycarbonyl)-7-methyl-2-(2-((R)-tetrahydrofuran-2-yl)ethyl)-6,7,8,9-tetrahydro-3H-imidazo[4,5-f]chinolin-3-yl)cyclohexan COC(=O)N1[C@H](CCC2=C3C(=CC=C12)N(C(=N3)CC[C@H]3OCCC3)C3CCCCC3)C